t-butyl 2-cyclopropyl-1-carbonyl-8-azaspiro[4.5]dec-2-ene-8-carboxylate C1(CC1)C=1C(C2(CC1)CCN(CC2)C(=O)OC(C)(C)C)=C=O